NC1=NC=C(C2=C1C=NN2)NC(=O)C(=O)N([C@H](C)C2=C(C=C(C=C2)C(F)(F)F)F)CC (4-amino-1H-pyrazolo[4,3-c]pyridin-7-yl)-N'-ethyl-N'-[(1R)-1-[2-fluoro-4-(trifluoromethyl)phenyl]ethyl]oxamide